tert-butyl 3-(7-bromo-3-isopropyl-4-oxo-3,4-dihydroimidazo[2,1-f][1,2,4]triazin-2-yl)-1H-indole-1-carboxylate BrC1=CN=C2C(N(C(=NN21)C2=CN(C1=CC=CC=C21)C(=O)OC(C)(C)C)C(C)C)=O